O[C@@H]1[C@H](O[C@@H]([C@H]([C@H]1O)O)C#C[Si](C)(C)C)CCP(O)(O)=O (2-((2R,3S,4S,5S,6R)-3,4,5-trihydroxy-6-((trimethylsilyl)ethynyl)tetrahydro-2H-pyran-2-yl)ethyl)phosphonic acid